C[Si](CCC(=O)O)(C)C 3-Trimethylsilylpropanoic acid